N[C@](C(=O)OC(C)C)(CC(C)(C)C)C1=CC=C(C=C1)N1N=NC(=C1)[Si](C)(C)C isopropyl (R)-2-amino-4,4-dimethyl-2-(4-(4-(trimethylsilyl)-1H-1,2,3-triazol-1-yl)phenyl)pentanoate